6-fluoro-N-((3S,4S)-3-fluoro-1-(oxetan-3-yl-3-d)piperidin-4-yl)-4-methoxy-5-(1-(2,2,2-trifluoroethyl)-1H-benzo[d][1,2,3]triazol-6-yl)pyrrolo[2,1-f][1,2,4]triazin-2-amine FC=1C(=C2C(=NC(=NN2C1)N[C@@H]1[C@H](CN(CC1)C1(COC1)[2H])F)OC)C=1C=CC2=C(N(N=N2)CC(F)(F)F)C1